2-(3-Cyanophenyl)-3-(2,6-dimethyl-4-pyridyl)-N-(3-hydroxy-1-bicyclo[1.1.1]pentanyl)pyrazolo[1,5-a]pyrimidine-5-carboxamide C(#N)C=1C=C(C=CC1)C1=NN2C(N=C(C=C2)C(=O)NC23CC(C2)(C3)O)=C1C1=CC(=NC(=C1)C)C